NC(CC1=CC(=C(C=C1)O)CCO)C 4-(2-Aminopropyl)-2-(2-hydroxyethyl)phenol